1-benzyl-4-fluoro-N-(cis-4-methyl-3-oxo-1,1a,2,3,4,8b-hexahydrocyclopropa[d]pyrido[2,3-b]azepin-2-yl)-1H-pyrazole-3-carboxamide C(C1=CC=CC=C1)N1N=C(C(=C1)F)C(=O)NC1C2C(C3=C(N(C1=O)C)N=CC=C3)C2